6-methyl-2-phenyl-2-(2-quinolinylmethyl)indolin-3-one CC1=CC=C2C(C(NC2=C1)(CC1=NC2=CC=CC=C2C=C1)C1=CC=CC=C1)=O